(5R)-5-Ethyl-5-methyl-3-[5-[(3,3,7-trimethyl-2H-benzofuran-4-yl)oxy]pyrazin-2-yl]imidazolidin-2,4-dion C(C)[C@@]1(C(N(C(N1)=O)C1=NC=C(N=C1)OC1=CC=C(C2=C1C(CO2)(C)C)C)=O)C